6-(3-fluoro-3-methylazetidin-1-yl)quinoline-4-carboxylic acid methyl ester COC(=O)C1=CC=NC2=CC=C(C=C12)N1CC(C1)(C)F